[2,6-bis(2,6-dimethoxyphenyl)phenyl]-(2-biphenylyl)-[2-(diisopropylamino-phenylphosphoryl)phenyl]Phosphine COC1=C(C(=CC=C1)OC)C1=C(C(=CC=C1)C1=C(C=CC=C1OC)OC)P(C1=C(C=CC=C1)P(=O)(C1=CC=CC=C1)N(C(C)C)C(C)C)C1=C(C=CC=C1)C1=CC=CC=C1